Ethyl 6-((3-amino-2-chlorophenyl)thio)-3-((3S,4S)-4-((tert-butoxycarbonyl)amino)-3-methyl-2-oxa-8-azaspiro[4.5]decan-8-yl)-5-methylpyrazine-2-carboxylate NC=1C(=C(C=CC1)SC1=C(N=C(C(=N1)C(=O)OCC)N1CCC2([C@@H]([C@@H](OC2)C)NC(=O)OC(C)(C)C)CC1)C)Cl